C(C)N(C(=O)C1=CC(=NC(=C1)C=1N=NN(C1)C1=CC(=C(C(=O)O)C=C1)C(F)(F)F)C=1N=NN(C1)C1=CC(=C(C(=O)O)C=C1)C(F)(F)F)CC 4,4'-((4-(diethylcarbamoyl)pyridine-2,6-diyl)bis(1H-1,2,3-triazole-4,1-diyl))bis(2-(trifluoromethyl)benzoic Acid)